5-chloro[1,1'-biphenyl]-2-amine ClC1=CC=C(C(=C1)C1=CC=CC=C1)N